methyl 2-fluoro-3-((2,2,3,3-tetramethyl-4,7,10,13-tetraoxa-3-silapentadecan-15-yl)oxy)-5-(trifluoromethyl)benzoate FC1=C(C(=O)OC)C=C(C=C1OCCOCCOCCOCCO[Si](C(C)(C)C)(C)C)C(F)(F)F